2-(4-{2-[(R)-2-(difluoromethyl)-1-azetidinyl]-5-methoxy-6-(trifluoromethyl)-4-pyrimidinyl}-1-pyrazolyl)-1-(1-piperazinyl)-1-ethanone FC([C@@H]1N(CC1)C1=NC(=C(C(=N1)C=1C=NN(C1)CC(=O)N1CCNCC1)OC)C(F)(F)F)F